triethyl(methoxyethyl)phosphonium bromide [Br-].C(C)[P+](CCOC)(CC)CC